C(C1=CC=CC=C1)NC(N(C1=NC=C(C=C1)C=1C=NN(C1)C)[C@@H]1CC[C@H](CC1)NC1=NC=C(C(=N1)N1CC(CC1)OC(F)F)C#N)=O 3-benzyl-1-(trans-4-((5-cyano-4-(3-(difluoromethoxy)-pyrrolidin-1-yl)-pyrimidin-2-yl)-amino)cyclohexyl)-1-(5-(1-methyl-1H-pyrazol-4-yl)-pyridin-2-yl)urea